CCCCCCCCCCCCCCCCCCCCCC(=O)O n-Docosanoic acid